tris(3,4,5-trifluorophenyl)borane FC=1C=C(C=C(C1F)F)B(C1=CC(=C(C(=C1)F)F)F)C1=CC(=C(C(=C1)F)F)F